C(C)N(CCC1=CNC2=C(C=CC=C12)OC(C)=O)CC acetic acid 3-(2-(diethylamino) ethyl)-1H-indol-7-yl ester